N1CC(C1)O[C@H]1CN(CC1)C(=O)C=1NC2=CC=C(C(=C2C1)Cl)Cl (R)-(3-(azetidin-3-yloxy)pyrrolidin-1-yl)(4,5-dichloro-1H-indol-2-yl)methanone